C(C1=CC=CC=C1)N1C([C@@H]2CN(C[C@@H]2C1=O)C1=NC(=CC(=N1)C)C)=O (3aR,6aS)-2-Benzyl-5-(4,6-dimethylpyrimidin-2-yl)tetrahydropyrrolo[3,4-c]pyrrol-1,3(2H,3aH)-dion